C(C)(C)(C1=CC=CC=C1)C=1C(=C(C=CC1)OC#N)C=CC Cumyl-2-(propenyl)cyanatobenzene